ethyl 3-(6-(benzo[d]thiazol-2-ylamino)pyridin-3-yl)-6-bromopyrazolo[5,1-b]thiazole-7-carboxylate S1C(=NC2=C1C=CC=C2)NC2=CC=C(C=N2)C=2N1C(SC2)=C(C(=N1)Br)C(=O)OCC